FC(C(=O)NC=1C=NC=CC1)(CC[Si](C)(C)C)F 2,2-difluoro-N-(pyridin-3-yl)-4-(trimethylsilyl)butanamide